N1(N=CN=C1)CCO 2-(1,2,4-triazol-1-yl)ethanol